5-(3-morpholino-5-(phenylsulfonyl)phenyl)-1,3,4-thiadiazol-2-amine trifluoroacetic acid salt FC(C(=O)O)(F)F.O1CCN(CC1)C=1C=C(C=C(C1)S(=O)(=O)C1=CC=CC=C1)C1=NN=C(S1)N